O=C1CC2(CC2C(=O)N)CCN1 5-oxo-6-azaspiro[2.5]Octane-1-carboxamide